N-ethyl-2,6-dimethoxy-4-[5-(1-tetrahydropyran-4-ylpyrazol-4-yl)benzimidazol-1-yl]benzamide C(C)NC(C1=C(C=C(C=C1OC)N1C=NC2=C1C=CC(=C2)C=2C=NN(C2)C2CCOCC2)OC)=O